ethyl (5R)-3-{2-chloro-4-fluoro-5-[3-methyl-2,6-dioxo-4-(trifluoromethyl)-3,6-dihydropyrimidin-1(2H)-yl]phenyl}-5-methyl-4,5-dihydro-1,2-oxazole-5-carboxylate ClC1=C(C=C(C(=C1)F)N1C(N(C(=CC1=O)C(F)(F)F)C)=O)C1=NO[C@](C1)(C(=O)OCC)C